C1(CC1)N1C(=NC2=C1C=C(C(=C2)F)F)N2C=NC1=C2C=C(C=C1)C(=O)O 1'-cyclopropyl-5',6'-difluoro-1'H-[1,2'-bibenzo[d]imidazole]-6-carboxylic acid